1-[(4-Nitrobiphenyl-2-yl)methyl]-1H-pyrazole [N+](=O)([O-])C1=CC(=C(C=C1)C1=CC=CC=C1)CN1N=CC=C1